ClC1=C(C=C(C=C1)C1=C(N=C(S1)NC(C)=O)C)S(NCC(C)(C)O)(=O)=O N-(5-(4-chloro-3-(N-(2-hydroxy-2-methylpropyl)sulfamoyl)phenyl)-4-methylthiazol-2-yl)acetamide